O=C[C@@H](O)[C@@H](O)[C@H](O)[C@H](O)C(=O)O mannuronic acid